NC[C@]1(CN(CC1)C1=C(C(=C(C(=N1)S[C@@H](C(=O)N)C1=CC=CC=C1)C#N)CC)C#N)O (R)-2-((6-((R)-3-(aminomethyl)-3-hydroxypyrrolidin-1-yl)-3,5-dicyano-4-ethylpyridin-2-yl)thio)-2-phenylacetamide